1-azido-N-(2-(5-hydroxy-1H-indol-2-yl)ethyl)-3,6,9,12-tetraoxapentadecan-15-amide N(=[N+]=[N-])CCOCCOCCOCCOCCC(=O)NCCC=1NC2=CC=C(C=C2C1)O